TERT-BUTYL 3-(2-OXOETHYL)PYRIDIN-2-YLCARBAMATE O=CCC=1C(=NC=CC1)NC(OC(C)(C)C)=O